C1(CC1)C1=NC=2N(C=C1OC)N=CC2C=2C(=NC=CC2)N[C@H]2CNC[C@@H]2F (5-cyclopropyl-6-methoxypyrazolo[1,5-a]pyrimidin-3-yl)-N-((3S,4S)-4-fluoropyrrolidin-3-yl)pyridin-2-amine